OC(=O)C(F)(F)F.CC1=CC=C2C(=CNC2=C1)C=O (6-methyl-1H-indol-3-yl)methanone TFA salt